C(C)OC=1C=C(C=C(C1)F)C=1C(=NC(=NC1)NC=1C=NN(C1)C)NC=1C=C(C=CC1F)NC(C=C)=O N-(3-((5-(3-ethoxy-5-fluorophenyl)-2-((1-methyl-1H-pyrazol-4-yl)amino)pyrimidin-4-yl)amino)-4-fluorophenyl)acrylamide